FC1=C(C=CC(=C1C=C)OCC(C)=O)C=1C(CC(NN1)=O)C 6-[2-fluoro-4-(2-oxopropoxy)-3-vinylphenyl]-5-methyl-4,5-dihydro-2H-pyridazin-3-one